ClC\C(=C(/C(=O)O)\C)\C(=O)O.COC(\C(=C\C(=O)O)\CCl)=O chloromethyl-fumaric acid monomethyl ester (Chloromethyl monomethyl fumarate)